1-formyl-1-[[(1,1-dimethylethyl)dimethylsilyl]oxy]-1,4a,5,7a-tetrahydrocyclopenta[c]pyran-4-carboxylate C(=O)C1(OC=C(C2C1C=CC2)C(=O)[O-])O[Si](C)(C)C(C)(C)C